2-((2-ethyl-4-((1R,5S)-8-methyl-3,8-diazabicyclo[3.2.1]oct-3-yl)phenyl)amino)-4-((3-(2-oxo-1,3-oxazin-3-yl)propyl)amino)pyrimidine-5-carbonitrile C(C)C1=C(C=CC(=C1)N1C[C@H]2CC[C@@H](C1)N2C)NC2=NC=C(C(=N2)NCCCN2C(OC=CC2)=O)C#N